BrC1=CC=C(C=C1)SCCCC(=O)OCC Ethyl 4-(4-bromo-phenylthio)-butyrate